(6R)-3-(5-(difluoromethoxy)-2-fluorophenyl)-1-isopropyl-N-(1-(isopropylcarbamoyl)-3-methylpyrrolidin-3-yl)-4,5,6,7-tetrahydro-1H-indazole-6-carboxamide FC(OC=1C=CC(=C(C1)C1=NN(C=2C[C@@H](CCC12)C(=O)NC1(CN(CC1)C(NC(C)C)=O)C)C(C)C)F)F